C1(=CC=CC=C1)C=1C=NC(=NC1)C(N)=N 5-Phenylpyrimidine-2-carboximidamide